FC1(CCC(CC1)NC1=NC(=CC(=C1)CNC(C)=O)N1N=C(C(=C1)C)CO)F N-((2-((4,4-difluorocyclohexyl)amino)-6-(3-(hydroxymethyl)-4-methyl-1H-pyrazol-1-yl)pyridin-4-yl)methyl)acetamide